2-methyl-1-(4-(5-phenyl-1,3,4-oxadiazol-2-yl)phenyl)propan-1-ol CC(C(O)C1=CC=C(C=C1)C=1OC(=NN1)C1=CC=CC=C1)C